C(C)C1=C(CC2=NN(C(=C2C(=O)N)F)C)C=C(C(=C1)C)C (2-ethyl-4,5-dimethylbenzyl)-5-fluoro-1-methyl-1H-pyrazole-4-carboxamide